7-(((tert-butyldiphenylsilyl)oxy)methyl)-9-(1-methyl-3-(trifluoromethyl)-1H-pyrazol-4-yl)-4-((4-methylpyridin-2-yl)methyl)-3,4-dihydrobenzo[f][1,4]oxazepin-5(2H)-one [Si](C1=CC=CC=C1)(C1=CC=CC=C1)(C(C)(C)C)OCC=1C=C(C2=C(C(N(CCO2)CC2=NC=CC(=C2)C)=O)C1)C=1C(=NN(C1)C)C(F)(F)F